2-[7-(3-Oxa-9-azabicyclo[3.3.1]non-7-yl)-5H-pyrrolo[3,2-c]pyridazin-3-yl]-5-(1H-pyrazol-4-yl)phenol-Hydrochlorid Cl.C12COCC(CC(C1)C1=CNC3=C1N=NC(=C3)C3=C(C=C(C=C3)C=3C=NNC3)O)N2